C(=O)(OC(C)(C)C)N[C@@H]([C@@H](C)CC)C(=O)O boc-L-isoleucine